C(CCC(CCCCCCC)O)O 1,4-undecanediol